3-amino-5-fluoro-N-{2-[3-(fluoromethyl)-4-(methylamino)pyrrolidin-1-yl]-5,6,7,8-tetrahydroquinolin-6-yl}-6-methylthieno[2,3-b]pyridine-2-carboxamide NC1=C(SC2=NC(=C(C=C21)F)C)C(=O)NC2CC=1C=CC(=NC1CC2)N2CC(C(C2)NC)CF